6,7-dihydrothieno[3,2-C]pyridin-5(4H)acetate S1C=CC=2CN(CCC21)CC(=O)[O-]